C(=O)C1=CC=C2CCCN(C2=N1)C(=O)OC(C)(C)C tert-butyl 7-formyl-3,4-dihydro-1,8-naphthyridine-1(2H)-carboxylate